5-{3-(Dibenzothiophen-4-yl)phenyl}-8-(4'-phenyl-1,1'-biphenyl-4-yl)-5H,8H-indolo[2,3-c]carbazole C1=CC=C(C=2SC3=C(C21)C=CC=C3)C=3C=C(C=CC3)N3C2=CC=CC=C2C2=C3C=CC=3N(C=1C=CC=CC1C23)C2=CC=C(C=C2)C2=CC=C(C=C2)C2=CC=CC=C2